FC(C(=O)O)(F)F.NC1=C2C(=NC=N1)N(N=C2C=2NC1=CC(=CC=C1C2)O)CCCCN 2-(4-amino-1-(4-aminobutyl)-1H-pyrazolo[3,4-d]pyrimidin-3-yl)-1H-indol-6-ol trifluoroacetate